ClC=1N=CC=C2C1N(C(=C2)C(=O)NC21CC(C2)(C1)F)CCOC 7-chloro-N-{3-fluorobicyclo[1.1.1]pentan-1-yl}-1-(2-methoxyethyl)pyrrolo[2,3-c]pyridine-2-carboxamide